ClC1=NC=C(C(=C1F)C1=C(C=NC(=C1)C)C(=O)NC=1SC2=C(C=NC(=C2F)C2=C(N=NN2C)C)N1)OC 2'-chloro-N-(6-(1,4-dimethyl-1H-1,2,3-triazol-5-yl)-7-fluorothiazolo[4,5-c]pyridin-2-yl)-3'-fluoro-5'-methoxy-6-methyl-[4,4'-bipyridine]-3-carboxamide